COC1=C(C=C(C=C1)CC(=O)N[C@@H](C)C1=CC=CC=C1)OCCC (S)-2-(4-methoxy-3-propoxyphenyl)-N-(1-phenylethyl)acetamide